rac-(2R,3S,4S,5R)-3-(6-(difluoromethyl)-2-methoxypyridin-3-yl)-4,5-dimethyl-5-(trifluoromethyl)tetrahydrofuran-2-carboxylic acid FC(C1=CC=C(C(=N1)OC)[C@H]1[C@@H](O[C@]([C@H]1C)(C(F)(F)F)C)C(=O)O)F |r|